bis(phosphonomethyl)propan-2-ol P(=O)(O)(O)CC(C(C)O)CP(=O)(O)O